(5aR,5bS,7aS,8S,10aS,10bR)-5a,7a-dimethyl-2-(morpholinoamino)-5,5a,5b,6,7,7a,8,9,10,10a,10b,11-dodecahydro-4H-cyclopenta[7,8]phenanthro[2,1-d]thiazol-8-yl butyrate C(CCC)(=O)O[C@H]1CC[C@@H]2[C@@]1(CC[C@@H]1[C@]3(CCC=4N=C(SC4C3=CC[C@@H]21)NN2CCOCC2)C)C